calcium-strontium sulphide [S-2].[Sr+2].[Ca+2].[S-2]